CN(C(=O)C=1C=C(N(N1)C1C(CC1)O)CNC(OC(C)(C)C)=O)C tert-butyl N-[[5-(dimethylcarbamoyl)-2-(2-hydroxycyclobutyl)pyrazol-3-yl]methyl]carbamate